(4-(2-((4,4-difluorocyclohexyl)amino)-6-(3-methyl-1H-pyrazol-1-yl)pyrimidin-4-yl)morpholin-2-yl)methanol FC1(CCC(CC1)NC1=NC(=CC(=N1)N1CC(OCC1)CO)N1N=C(C=C1)C)F